[Si](C)(C)(C(C)(C)C)OCC=1SC(=C(N1)C(F)(F)F)C1=NC(=NC=C1)Cl 2-(((tert-butyldimethylsilyl)oxy)methyl)-5-(2-chloropyrimidin-4-yl)-4-(trifluoromethyl)thiazole